5-{5-[1-(2-hydroxy-ethyl)-1H-1,3-benzodiazol-5-yl]-1,3,4-oxadiazol-2-yl}-2-[(propan-2-yl)amino]benzonitrile OCCN1C=NC2=C1C=CC(=C2)C2=NN=C(O2)C=2C=CC(=C(C#N)C2)NC(C)C